NC=1C=CC(=C(C1)S(=O)(=O)N(C)C)CCO 5-amino-2-(2-hydroxyethyl)-N,N-dimethylbenzenesulfonamide